4-[1-(4-amino-3-methyl-1H-pyrazolo[3,4-d]pyrimidin-1-yl)ethyl]-6-chloro-3-methoxy-2-[1-(tetrahydro-2H-pyran-4-yl)azetidin-3-yl]benzonitrile NC1=C2C(=NC=N1)N(N=C2C)C(C)C2=C(C(=C(C#N)C(=C2)Cl)C2CN(C2)C2CCOCC2)OC